N4-((1R,5S,6r)-3-azabicyclo[3.1.0]hexan-6-ylmethyl)-5-(4-phenoxyphenyl)pyrimidine-4,6-diamine hydrochloride Cl.[C@H]12CNC[C@@H]2C1CNC1=NC=NC(=C1C1=CC=C(C=C1)OC1=CC=CC=C1)N